2-(azidomethyl)-6-cyclopropyl-[1,2,4]triazolo[1,5-a]pyrimidine N(=[N+]=[N-])CC1=NN2C(N=CC(=C2)C2CC2)=N1